IC1=C(C(C(=O)O)=CC=C1)C(=O)O iodophthalic acid